2-(6-(5,5-Difluoropiperidin-3-yl)-7-fluoro-4-(4-methoxypyridin-3-yl)-1H-indol-2-yl)(4-(5-fluoro-3-methoxypyridin-2-yl)piperazin-1-yl)methanone FC1(CC(CNC1)C1=CC(=C2C=C(NC2=C1F)C1N(CCN(C1)C1=NC=C(C=C1OC)F)C=O)C=1C=NC=CC1OC)F